pyrazin-2-ylmethyl (1-hydroxy-7-methyl-1,3-dihydrobenzo[c][1,2]oxaborole-6-carbonyl)-L-valinate OB1OCC2=C1C(=C(C=C2)C(=O)N[C@@H](C(C)C)C(=O)OCC2=NC=CN=C2)C